COC1(C=C(C(C(C1)(C)C)=O)C#N)C1=NC=C(C=C1)C=1C=NN(C1)C 3-methoxy-5,5-dimethyl-3-[5-(1-methyl-1H-pyrazol-4-yl)pyridin-2-yl]-6-oxocyclohex-1-ene-1-carbonitrile